difluoro-2',3',4',5'-tetrahydro-[1,1'-biphenyl]-4-sulfonyl chloride FC=1C(=C(C=CC1S(=O)(=O)Cl)C=1CCCCC1)F